1-[[5-ethoxy-7-[8-ethyl-7-fluoro-3-(methoxymethoxy)-1-naphthyl]-8-fluoro-4-[(3R)-3-hydroxy-3-methyl-1-piperidyl]pyrido[4,3-d]pyrimidin-2-yl]oxymethyl]cyclopropanecarbaldehyde C(C)OC1=NC(=C(C=2N=C(N=C(C21)N2C[C@](CCC2)(C)O)OCC2(CC2)C=O)F)C2=CC(=CC1=CC=C(C(=C21)CC)F)OCOC